N2-[4-benzyl-8-(3-pyrrolidin-1-ylpropoxy)-2,3-dihydro-1,4-benzoxazin-6-yl]-N4,6-dimethyl-pyrimidine-2,4-diamine C(C1=CC=CC=C1)N1CCOC2=C1C=C(C=C2OCCCN2CCCC2)NC2=NC(=CC(=N2)NC)C